C(CCCC)C1CCC(CC1)C1CCC(CC1)C(=O)O 4-(4-pentylcyclohexyl)cyclohexanecarboxylic acid